C(C)(C)(C)OC(=O)N(C(OC(C)(C)C)=O)C1=NC=C(C(=N1)C1=C(C=2C(NCCC2N1)=O)NC1=C(C(=CC=C1)Cl)OC)C#N tert-butyl N-(tert-butoxycarbonyl)-N-(4-[3-[(3-chloro-2-methoxyphenyl)amino]-4-oxo-1H,5H,6H,7H-pyrrolo[3,2-c]pyridin-2-yl]-5-cyanopyrimidin-2-yl)carbamate